2-(3-((Tert-butyl-dimethylsilyl)oxy)prop-1-en-2-yl)-6-(3-ethoxy-4-methoxyphenyl)pyrazine [Si](C)(C)(C(C)(C)C)OCC(=C)C1=NC(=CN=C1)C1=CC(=C(C=C1)OC)OCC